CC#C Prop-2-yn